OC(C(=O)O)C(C1=CC=CC=C1)(C1=CC=CC=C1)OC 2-hydroxy-3-methoxy-3,3-diphenylpropionic acid